(R)-N-(2-Methoxy-5-(4-(trifluoromethyl)phenoxy)phenyl)-3-methyl-2-oxo-imidazolidine-4-carboxamide COC1=C(C=C(C=C1)OC1=CC=C(C=C1)C(F)(F)F)NC(=O)[C@@H]1N(C(NC1)=O)C